BrC1=CC2=C(NC(N(S2(=O)=O)CC2=CC=C(C(=O)NO)C=C2)=O)C=C1 4-((7-bromo-1,1-dioxo-3-oxo-3,4-dihydro-2H-benzo[e][1,2,4]thiadiazin-2-yl)methyl)-N-hydroxybenzoamide